Cl.S(=O)(=O)([O-])[O-].[NH4+].[NH4+] ammonium sulfate, hydrochloride